ClP1(OCC(CO1)(C)C)=O 2-chloro-5,5-dimethyl-1,3,2-dioxaphosphorinane-2-oxide